N-(4-(difluoromethoxy)pyridin-2-yl)-4-methyl-3-((1-(pyrazolo[1,5-a]pyrazin-3-yl)azetidin-3-yl)amino)benzamide FC(OC1=CC(=NC=C1)NC(C1=CC(=C(C=C1)C)NC1CN(C1)C=1C=NN2C1C=NC=C2)=O)F